3-(4-chloro-3-fluorophenyl)-1-ethyl-8-((tetrahydro-2H-pyran-4-yl)methyl)-1,3,8-triazaspiro[4.5]decane-2,4-dione formate C(=O)O.ClC1=C(C=C(C=C1)N1C(N(C2(C1=O)CCN(CC2)CC2CCOCC2)CC)=O)F